sec-octyl alcohol C(C)(CCCCCC)O